(E)-(3-(((4-((2-(aminomethyl)-3-fluoroallyl)oxy)phenyl)sulfonyl)methyl)phenyl)(pyrrolidin-1-yl)methanone NC/C(/COC1=CC=C(C=C1)S(=O)(=O)CC=1C=C(C=CC1)C(=O)N1CCCC1)=C\F